5-(tributylstannyl)thiophene-2-carboxylic acid ethyl ester C(C)OC(=O)C=1SC(=CC1)[Sn](CCCC)(CCCC)CCCC